N-phenyl-N-(o-tolyl)glycine C1(=CC=CC=C1)N(CC(=O)O)C1=C(C=CC=C1)C